3,4-dimethyl-2,6-dihydro-7H-pyrazolo[3,4-d]pyridazin-7-one CC=1NN=C2C(NN=C(C21)C)=O